N[C@H](C(=O)NCCC1CCN(CC1)CC1=CC=C(C=C1)CN1C2=NC(=NC(=C2NC1=O)N)OCCCC)CCCCNC(CON)=O (S)-2-amino-N-(2-(1-(4-((6-amino-2-butoxy-8-oxo-7,8-dihydro-9H-purin-9-yl)methyl)benzyl)piperidin-4-yl)ethyl)-6-(2-(aminooxy)acetamido)hexanamide